N-linoleoyl-valine C(CCCCCCC\C=C/C\C=C/CCCCC)(=O)N[C@@H](C(C)C)C(=O)O